N1C(=NCC1)C1CCC=2C(=CC=CC12)N (4,5-dihydro-1H-imidazol-2-yl)-4-indanamine